C(C=C)ONC1CN(C(C2=C1N(C=1C=CC=CC21)C)C(=O)OCC)C(=O)OC(C)(C)C O2-tert-butyl O1-ethyl 4-(allyloxyamino)-5-methyl-3,4-dihydro-1H-pyrido[4,3-b]indole-1,2-dicarboxylate